NC1(CN(C1)C1=NC2=C(C(=C(C=C2C(=N1)N1CCNCC1)Cl)C1=CC=CC2=C1N=C(S2)N)F)C 4-[2-(3-amino-3-methyl-azetidin-1-yl)-6-chloro-8-fluoro-4-piperazin-1-yl-quinazolin-7-yl]-1,3-benzothiazol-2-amine